NC1=CC(=C2C(N(CCCCC[C@@](C3=NN=C(C1=N2)O3)(C(F)(F)F)O)CC3=CC(=CC=C3)CCC)=O)C(F)(F)F (6R)-17-amino-6-hydroxy-12-[(3-propylphenyl)methyl]-6,15-bis(trifluoromethyl)-19-oxa-3,4,12,18-tetrazatricyclo[12.3.1.12,5]nonadeca-1(18),2,4,14,16-pentaen-13-one